Cl.CN1[C@@](C[C@H](C1)F)(C(=O)O)CC(=C)CCl.N[C@@H](C)C(=O)N1[C@@H](CCC1)C(=O)O alanyl-proline methyl-(2S,4R)-2-(2-(chloromethyl)allyl)-4-fluoropyrrolidine-2-carboxylate hydrochloride